N-(4-methoxy-3-(morpholinosulfonyl)phenyl)-3-(1H-pyrrol-1-yl)benzamide COC1=C(C=C(C=C1)NC(C1=CC(=CC=C1)N1C=CC=C1)=O)S(=O)(=O)N1CCOCC1